FC(OC=1C=C(C=CC1)N1C(C(C2=CC(=CC=C12)C(=O)N[C@H]1CS(C[C@H]1C)(=O)=O)(C)C)=O)F 1-(3-(difluoromethoxy)phenyl)-3,3-dimethyl-N-((3R,4S)-4-methyl-1,1-dioxidotetrahydrothiophen-3-yl)-2-oxoindoline-5-carboxamide